2-bromo-4,4-dimethylcyclohex-1-eneformaldehyde BrC1=C(CCC(C1)(C)C)C=O